1-Cyclopropyl-4-(2,6-dihydroxy-4-propylphenyl)-5-methylindolin-2-one C1(CC1)N1C(CC2=C(C(=CC=C12)C)C1=C(C=C(C=C1O)CCC)O)=O